ClC1=C(C=C(C(=O)N2CC=3N=C(N(C(C3C[C@H]2C)=O)C2CCN(CC2)C(=O)NC)NC(C)C)C=C1)C(F)(F)F (R)-4-(7-(4-Chloro-3-(trifluoromethyl)benzoyl)-2-(isopropylamino)-6-methyl-4-oxo-5,6,7,8-tetrahydropyrido[3,4-d]pyrimidin-3(4H)-yl)-N-methylpiperidine-1-carboxamide